9-(1-((6-chloro-2-(1-methyl-1H-1,2,4-triazol-3-yl)pyridin-3-yl)amino)ethyl)-4-ethyl-7-methyl-3-(pyrrolidin-3-yl)-3,4-dihydro-5H-pyrazolo[3,4-c]isoquinolin-5-one ClC1=CC=C(C(=N1)C1=NN(C=N1)C)NC(C)C=1C=2C3=C(N(C(C2C=C(C1)C)=O)CC)N(N=C3)C3CNCC3